FC1=C(C=CC=C1B1OC(C(O1)(C)C)(C)C)[C@@H](C)NC(OC(C)(C)C)=O (R)-tert-butyl (1-(2-fluoro-3-(4,4,5,5-tetramethyl-1,3,2-dioxaborolan-2-yl)phenyl)ethyl)carbamate